C(C)(C)OC1CN(C1)C(=O)NC1CCCOC2=C1C=CC(=C2)C2=NC(=NC=C2)NC=2C=NN(C2)C 3-isopropoxy-N-[8-[2-[(1-methylpyrazol-4-yl)amino]Pyrimidin-4-yl]-2,3,4,5-tetrahydro-1-benzoxepin-5-yl]Azetidine-1-carboxamide